O=C1NC(CCC1N1C(N(C2=C1C=CC(=C2)C#CC2CCN(CC2)C(=O)OC(C)(C)C)C)=O)=O tert-butyl 4-((1-(2,6-dioxopiperidin-3-yl)-3-methyl-2-oxo-2,3-dihydro-1H-benzo[d]imidazol-5-yl)ethynyl)piperidine-1-carboxylate